C(C)(C)(C)OC(=O)N1CCC(CC1)C1=C(C(=CC=C1)C(C=C([2H])C1=C(C=C(C=C1)Cl)F)O)O 4-(3-(3-(4-chloro-2-fluorophenyl)-1-hydroxyallyl-3-d)-2-hydroxyphenyl)piperidine-1-carboxylic acid tert-butyl ester